2-(((2R,7aS)-2-fluorotetrahydro-1H-pyrrolizin-7a(5H)-yl)methoxy)-5-methoxy-4-(2-(trimethylsilyl)ethoxy)pyrido[4,3-d]pyrimidine F[C@@H]1C[C@@]2(CCCN2C1)COC=1N=C(C2=C(N1)C=CN=C2OC)OCC[Si](C)(C)C